CC=1C(=C(C(=NC1C)NC1=CC=C(C=C1)C(F)(F)F)C1=NOC(N1)=O)OCCC=1C=NC=CC1 3-[5,6-dimethyl-4-[2-(3-pyridyl)ethoxy]-2-[4-(trifluoromethyl)anilino]-3-pyridyl]-4H-1,2,4-oxadiazol-5-one